3-{[(2S)-1-methylpyrrolidin-2-yl]methoxy}pyridine-4-carbonitrile CN1[C@@H](CCC1)COC=1C=NC=CC1C#N